(5aR,5bS,7aS,10aS,10bR)-2-(3-methylphenyl)-5a,7a-dimethyl-4,5,5a,5b,6,7,7a,9,10,10a,10b,11,12,12a-tetradecahydro-8H-cyclopenta[7,8]phenanthro[2,1-d]thiazol-8-one CC=1C=C(C=CC1)C=1SC2=C(N1)CC[C@@]1([C@H]3CC[C@]4([C@H]([C@@H]3CCC12)CCC4=O)C)C